5-(bromomethyl)-3-fluoropicolinate BrCC=1C=C(C(=NC1)C(=O)[O-])F